8-acetyl-2-(4,4-difluoropiperidin-1-yl)-3-methyl-6-(trifluoromethyl)quinazolin-4(3H)-one C(C)(=O)C=1C=C(C=C2C(N(C(=NC12)N1CCC(CC1)(F)F)C)=O)C(F)(F)F